ClC=1N=C(C2=C(N1)NC=C2)NN 2-Chloro-4-hydrazinyl-7H-pyrrolo[2,3-d]pyrimidine